(2S,3R)-2-((((9H-fluoren-9-yl)methoxy)carbonyl)amino)-3-(4-cyanophenyl)-3-hydroxypropanoic acid C1=CC=CC=2C3=CC=CC=C3C(C12)COC(=O)N[C@H](C(=O)O)[C@H](O)C1=CC=C(C=C1)C#N